C(C1=CC=CC=C1)NC(N(C1=NC=C(C=C1)C=1C=NN(C1)C)[C@@H]1CC[C@H](CC1)NC1=NC=C(C(=N1)N1CC2(CC(=NO2)C)CC1)C#N)=O 3-benzyl-1-(trans-4-((5-cyano-4-(3-methyl-1-oxa-2,7-diazaspiro[4.4]nona-2-en-7-yl)pyrimidin-2-yl)amino)-cyclohexyl)-1-(5-(1-methyl-1H-pyrazol-4-yl)pyridin-2-yl)urea